OC[C@@]1(CCC[C@@]2([C@H]3CC[C@]4([C@H](OC[C@@H]4O)C3=CC[C@@H]12)C)C)C (1R,3aR,5aR,6R,9aS,9bR,11aR)-6-(hydroxymethyl)-6,9a,11a-trimethyl-1,2,3a,5,5a,6,7,8,9,9a,9b,10,11,11a-tetradecahydrophenanthro[1,2-b]furan-1-ol